N1N=CC2=C(C=CC=C12)CN1N=CC2=C(C1=O)N(C1=C2C=CC(=N1)CC1=CC=CC2=C1C=NS2)C 7-((1H-indazol-4-yl)methyl)-2-(benzo[d]isothiazol-4-ylmethyl)-9-methyl-7,9-dihydro-8H-pyrido[3',2':4,5]pyrrolo[2,3-d]pyridazin-8-one